F[P-](F)(F)(F)(F)F.F[P-](F)(F)(F)(F)F.OCCC[N+](CCCCN1C=2C=CC(=CC2N(C2=CC=C(C=C12)C(C)(C)C)CCCC[N+](C)(C)CCCO)C(C)(C)C)(C)C 5,10-bis[4-(3-hydroxypropyldimethylammonio)butyl]2,7-di(tert-butyl)-5,10-dihydrophenazine bis(hexafluorophosphate)